CN1N=C(CC(C1=O)C)C(=O)OCCCC butyl 1,5-dimethyl-6-oxo-1,4,5,6-tetrahydropyridazine-3-carboxylate